Cl.CN1[C@@H](CCCC1)C(=O)OC methyl (S)-methylpiperidine-2-carboxylate hydrochloride